5-[di(1-adamantyl)phosphino]1',3',5'-triphenyl-1'H-[1,4']bipyrazole C12(CC3CC(CC(C1)C3)C2)P(C2=CC=NN2C=2C(=NN(C2C2=CC=CC=C2)C2=CC=CC=C2)C2=CC=CC=C2)C23CC1CC(CC(C2)C1)C3